5-methyl-1-(1-(4-((3ar,5s,6as)-2-methyl-octahydrocyclopenta[c]pyrrol-5-yl)benzyl)-1H-indol-5-yl)-1H-pyrazole-3-carboxamide CC1=CC(=NN1C=1C=C2C=CN(C2=CC1)CC1=CC=C(C=C1)C1C[C@@H]2[C@@H](CN(C2)C)C1)C(=O)N